methanesulfonic acid octadeca-9,12-dienyl ester C(CCCCCCCC=CCC=CCCCCC)OS(=O)(=O)C